dioleoyl-methyl-4-methylaminobutyric acid C(CCCCCCC\C=C/CCCCCCCC)(=O)C(C(C(=O)O)(C)C(CCCCCCC\C=C/CCCCCCCC)=O)CNC